methyl 6-(4-(2-([1,1'-biphenyl]-4-yl)ethyl)-2,5-dimethylthiophene-3-carboxamido)spiro[3.3]heptane-2-carboxylate C1(=CC=C(C=C1)CCC=1C(=C(SC1C)C)C(=O)NC1CC2(CC(C2)C(=O)OC)C1)C1=CC=CC=C1